FC(CN1CCC(CC1)CON1CCCCC1)F 1-(2,2-difluoro-ethyl)-piperidin-4-ylmethoxy-piperidine